3,5-Dimethoxy-4-vinyloxy-β-nitrostyrene COC=1C=C(C=C[N+](=O)[O-])C=C(C1OC=C)OC